C(C1=CC=CC=C1)NC(N(C=1C=CC(=NC1)C1=CC(N(C=C1)C)=O)[C@@H]1CC[C@H](CC1)NC1=NC=C(C(=N1)C1=CC=NN1)C#N)=O 3-benzyl-1-(trans-4-((5-cyano-4-(1H-pyrazol-5-yl)pyrimidin-yl)amino)cyclohexyl)-1-(1'-methyl-2'-oxo-1',2'-dihydro-2,4'-bipyridin-5-yl)urea